FC(C1=NN=C(O1)C=1C=CC(=NC1)CN(C(=O)N1CCSCC1)C1=CC=C(C=C1)F)F N-[[5-[5-(difluoromethyl)-1,3,4-oxadiazol-2-yl]-2-pyridyl]methyl]-N-(4-fluorophenyl)thiomorpholin-4-carboxamide